ClC=1C=CC(=C(C1)O)C=1N=NC(=CC1C)NC1CC(C1)(C)O 5-chloro-2-(6-(((trans)-3-hydroxy-3-methylcyclobutyl)amino)-4-methylpyridazin-3-yl)phenol